C([C@@]1(C)CCCC(C)=C1\C=C\C(\C)=C\C=C\C(\C)=C\C=C\C=C(/C)\C=C\C=C(/C)\C=C\C1=C(C)CCCC1(C)C)O beta-carotenol